ClC1=NC=CC(=C1)NC(C)=N N-(2-chloropyridin-4-yl)acetamidine